1-[3-chloro-5-(trifluoromethyl)-2-pyridinyl]piperidin-4-amine ClC=1C(=NC=C(C1)C(F)(F)F)N1CCC(CC1)N